ClC=1C=C(C=C(C1)C(C)(C)C1=CC=C(C=C1)Cl)NC(=O)C1=CC2=C(S1)C=CC(=C2)C(S(=O)(=O)C)F N-(3-Chloro-5-(2-(4-chlorophenyl)propan-2-yl)phenyl)-5-(fluoro(methylsulfonyl)methyl)benzo[b]thiophen-2-carboxamid